FC1=C(C=C2CCCOC2=C1C=1CC[C@@H](NCC1)C)NC1=NC(=CC(=N1)NC)C |o1:14| N2-[7-fluoro-8-[rel-(2S)-2-methyl-2,3,4,7-tetrahydro-1H-azepin-5-yl]chroman-6-yl]-N4,6-dimethyl-pyrimidine-2,4-diamine